N-[8-(5-tert-butyl-1,3,4-oxadiazol-2-yl)-1-[[4-(cyclopentoxy)phenyl]methyl]-5,5,7-trifluoro-2-oxo-3,4-dihydro-1-benzazepin-3-yl]carbamate C(C)(C)(C)C1=NN=C(O1)C1=CC2=C(C(CC(C(N2CC2=CC=C(C=C2)OC2CCCC2)=O)NC([O-])=O)(F)F)C=C1F